4-fluoro-2-methyl-6-[5-(piperidin-4-yl)thieno[2,3-d][1,3]thiazol-2-yl]-1,3-benzoxazole FC1=CC(=CC2=C1N=C(O2)C)C=2SC1=C(N2)SC(=C1)C1CCNCC1